3-(3-(1-(4,5-difluoro-3-methylbenzofuran-2-yl)-2-methylpropyl)ureido)benzamide diethyl-2,2-dibenzylmalonate C(C)OC(C(C(=O)OCC)(CC1=CC=CC=C1)CC1=CC=CC=C1)=O.FC1=C(C=CC2=C1C(=C(O2)C(C(C)C)NC(NC=2C=C(C(=O)N)C=CC2)=O)C)F